N1N=CC(=C1)C=1C=CC=2N(C1)N=CC2C2CCN(CC2)C(=O)OC(C)(C)C tert-butyl 4-(6-(1H-pyrazol-4-yl)pyrazolo[1,5-a]pyridin-3-yl)piperidine-1-carboxylate